3-(2-chloro-6-methyl-4-pyridinyl)-2-(3-cyanophenyl)-N-[(1s,2s)-2,3-dihydroxy-1-methyl-propyl]pyrazolo[1,5-a]pyrimidine-5-carboxamide ClC1=NC(=CC(=C1)C=1C(=NN2C1N=C(C=C2)C(=O)N[C@H]([C@@H](CO)O)C)C2=CC(=CC=C2)C#N)C